COC(=O)C1=NC(=C(C(=C1Cl)N)F)C1=CC(=C(C=C1)OC(F)F)F 4-amino-3-chloro-6-(4-(difluoromethoxy)-3-fluorophenyl)-5-fluoro-pyridine-2-carboxylic acid methyl ester